N-(1-(methylsulfonyl)-1,2,3,4-tetrahydroquinolin-7-yl)naphthalene-1-sulfonamide CS(=O)(=O)N1CCCC2=CC=C(C=C12)NS(=O)(=O)C1=CC=CC2=CC=CC=C12